FC1=CC2=C(N(C(N=C2N2[C@H](CN(CC2)C(=O)OC(C)(C)C)C)=O)C=2C(=NC=CC2C)C(C)C)N=C1C1=C(C=CC=2C=COC21)F tert-butyl (3S)-4-(6-fluoro-7-(6-fluorobenzofuran-7-yl)-1-(2-isopropyl-4-methylpyridin-3-yl)-2-oxo-1,2-dihydropyrido[2,3-d]pyrimidin-4-yl)-3-methylpiperazine-1-carboxylate